FC1(CCN(CC1)C1=NC2=CC=CN=C2C(=C1)NC(C1=C(C=C(C=C1)NS(=O)(=O)CCO)N1CCC2(CC2)CC1)=O)F N-(2-(4,4-difluoropiperidin-1-yl)-1,5-naphthyridin-4-yl)-4-(2-hydroxyethylsulfonamido)-2-(6-azaspiro[2.5]octan-6-yl)benzamide